tert-butyl 4-(2-(3-cyclopropyl-1-(trans-3-(hydroxymethyl)cyclobutyl)-1H-pyrazol-4-yl)pyridin-3-yl)piperidine-1-carboxylate C1(CC1)C1=NN(C=C1C1=NC=CC=C1C1CCN(CC1)C(=O)OC(C)(C)C)[C@@H]1C[C@H](C1)CO